(R,Z)-3-(4-chlorophenyl)-N'-((4-chlorophenyl)sulfonyl)-4-phenyl-N-((1R,3S)-3-sulfamoylcyclopentyl)-4,5-dihydro-1H-pyrazole-1-carboximidamide ClC1=CC=C(C=C1)C1=NN(C[C@H]1C1=CC=CC=C1)\C(\N[C@H]1C[C@H](CC1)S(N)(=O)=O)=N/S(=O)(=O)C1=CC=C(C=C1)Cl